COC1=NC(=CN=C1N1N=NN=C1C1=CC=CC=C1)OC 2,6-Dimethoxy-3-(5-phenyl-tetrazol-1-yl)-pyrazine